1-(2-Phenylethyl)-4-phenyl-4-acetoxypiperidine C1(=CC=CC=C1)CCN1CCC(CC1)(OC(C)=O)C1=CC=CC=C1